[Cl-].[Cl-].CC1=NC=CC(=C1)C1=CCN(C=C1)CC methyl-1'-ethyl-4,4'-bipyridine dichloride